ethyl hydrogen (4-(5-(trifluoromethyl)-1,2,4-oxadiazol-3-yl)phenyl)phosphonate FC(C1=NC(=NO1)C1=CC=C(C=C1)P(OCC)(O)=O)(F)F